COC=1C=C(C=CC1O)CC1CCC(=O)O1 5-(3'-methoxy-4'-hydroxyphenyl)-gamma-valerolactone